ClC=1C(=C2CC(CC2=CC1)NC=1C=CC(=NC1)[C@@H](C(F)(F)F)N(C(=O)[C@@H]1CNC(CC1)=O)C)F (3S)-N-((1S)-1-(5-((5-chloro-4-fluoro-2,3-dihydro-1H-inden-2-yl)amino)pyridin-2-yl)-2,2,2-trifluoroethyl)-N-methyl-6-oxopiperidine-3-carboxamide